CNCCNS(=O)(=O)C=1C=2C=CN=CC2C=CC1 N-[2-(methylamino)ethyl]-5-isoquinoline-sulfonamide